1H-benzo[d][1,2,3]Triazole N1N=NC2=C1C=CC=C2